OC1(CCN(CC1)C(=O)OCC1=CC=CC=C1)C#CC=1CCNCC1 benzyl 4-hydroxy-4-[2-(1,2,3,6-tetrahydropyridin-4-yl)ethynyl]piperidine-1-carboxylate